C(C)(C)(C)C1=CC=C(C=C1)[C@H](C)NC(=O)C1=CC=C2C(=C(N(C2=C1)C)C)CC1=CC=C(OC(C(=O)OCC)C)C=C1 ethyl 2-(4-((6-(((S)-1-(4-(tert-butyl) phenyl) ethyl)carbamoyl)-1,2-dimethyl-1H-indol-3-yl)methyl)phenoxy)propanoate